C(CCCCCCCCCCCCCCCCCCCCC)(=O)N[C@@H](CCC(=O)O)C(=O)O N-behenoyl-glutamic acid